CN1C[C@@H]2[C@@H](OCCN2C2=CC=C(N=N2)C2=C(C=C(C=C2C)C(F)(F)F)O)CC1 2-[6-[(4aR,8aS)-6-methyl-3,4a,5,7,8,8a-hexahydro-2H-pyrido[4,3-b][1,4]oxazin-4-yl]pyridazin-3-yl]-3-methyl-5-(trifluoromethyl)phenol